FC(OC1=CC=C(C=C1)C1=C(C=NN1C([2H])([2H])[2H])I)F 5-[4-(difluoromethoxy)phenyl]-4-iodo-1-(trideuteriomethyl)pyrazole